[Si](C)(C)(C(C)(C)C)O[C@@H]1[C@@H](O[C@@H]([C@@H]1O)CO[Si](C)(C)C(C)(C)C)N1C=2N=C(NC(C2N=C1)=O)NC(C(C)C)=O N-(9-((2R,3S,4S,5R)-3-(tert-butyldimethylsilyloxy)-5-((tert-butyldimethylsilyloxy)methyl)-4-hydroxy-tetrahydrofuran-2-yl)-6-oxo-6,9-dihydro-1H-purin-2-yl)isobutyramide